COC=1C=C(C=CC1)C=1N=CNC1C1=CC(=CC=C1)OC 4,5-bis(m-methoxyphenyl)-imidazol